[Ir].[Ru] ruthenium iridium